(-)-N,N-Diethyl-2-(10-methyl-9,10-dihydrophenanthren-9-yl)acetamide C(C)N(C(CC1C2=CC=CC=C2C=2C=CC=CC2C1C)=O)CC